tert-butyl (4-(2-((1s,3s)-3-(trifluoromethoxy)cyclobutanecarbonyl)hydrazinecarbonyl)bicyclo[2.1.1]hexane-1-yl)carbamate FC(OC1CC(C1)C(=O)NNC(=O)C12CCC(C1)(C2)NC(OC(C)(C)C)=O)(F)F